OC(CN(S(O)(=O)=O)CC(C)O)C N,N-bis(2-hydroxypropyl)sulfamic acid